methanesulfonic acid [(1S)-2-indol-1-yl-1-methyl-ethyl]Ester N1(C=CC2=CC=CC=C12)C[C@H](C)OS(=O)(=O)C